(R)-3-(3-(p-methoxyphenyl)allyl)-1-benzoyl-2-oxopiperidine-3-carboxylic acid ethyl ester C(C)OC(=O)[C@@]1(C(N(CCC1)C(C1=CC=CC=C1)=O)=O)CC=CC1=CC=C(C=C1)OC